tert-butyl (4S)-2,2-dimethyl-4-[2-phenyl-2-[(6-sulfamoyl-2-pyridyl)amino]ethyl]pyrrolidine-1-carboxylate CC1(N(C[C@H](C1)CC(NC1=NC(=CC=C1)S(N)(=O)=O)C1=CC=CC=C1)C(=O)OC(C)(C)C)C